4-(6-(6-(3-fluoro-4-(trifluoromethoxy)benzyl)-3,6-diazabicyclo[3.1.1]heptan-3-yl)pyridin-3-yl)-6-(2-hydroxy-2-methylpropoxy)pyrazolo[1,5-a]pyridine-3-carbonitrile FC=1C=C(CN2C3CN(CC2C3)C3=CC=C(C=N3)C=3C=2N(C=C(C3)OCC(C)(C)O)N=CC2C#N)C=CC1OC(F)(F)F